C1(CCCC1)C1C(CCC1)OC(\C=C\C)=O 2-Cyclopentylcyclopentyl-crotonat